(1s,4s)-2-Boc-2,5-diazabicyclo[2.2.1]heptane C(=O)(OC(C)(C)C)N1[C@@H]2CN[C@H](C1)C2